tert-butyl (2R,6S)-4-{4-carbamoyl-2-[7-fluoro-6-(methoxymethoxy)-2-methylindazol-5-yl]quinazolin-6-yl}-2,6-dimethylpiperazine-1-carboxylate C(N)(=O)C1=NC(=NC2=CC=C(C=C12)N1C[C@H](N([C@H](C1)C)C(=O)OC(C)(C)C)C)C1=CC2=CN(N=C2C(=C1OCOC)F)C